N-tert-butylphenothiazine-10-carboxamide C(C)(C)(C)NC(=O)N1C2=CC=CC=C2SC=2C=CC=CC12